C(CCCCCCCCCCCCCCCCC)(=O)NC(CCC(=O)O)=O.[Gd] gadolinium succinic acid monooctadecanoyl amide